FC=1C(=CC=2C3=C(NC(C2C1)=O)COC[C@H]3N(C(=O)C3=CN1C=C(C=C1C=C3)C(F)(F)F)C)F (S)-N-(8,9-difluoro-6-oxo-1,4,5,6-tetrahydro-2H-pyrano[3,4-c]isoquinolin-1-yl)-N-methyl-2-(trifluoromethyl)indolizine-6-carboxamide